2-(1-(methylamino)cyclobutyl)ethan-1-ol CNC1(CCC1)CCO